O1C2=C(OC(C1([2H])[2H])([2H])[2H])C=C(C=C2)OC2CCN(CC2)C2=NC=1N(C=C2C)C(N(N1)CC)=O 7-(4-((2,3-dihydrobenzo[b][1,4]dioxin-6-yl-2,2,3,3-d4)oxy)piperidin-1-yl)-2-ethyl-6-methyl-[1,2,4]triazolo[4,3-a]pyrimidin-3(2H)-one